3'-O-methyldihydroquercetin COC=1C=C([C@H]2OC=3C=C(C=C(C3C([C@@H]2O)=O)O)O)C=CC1O